N-(benzenesulfonyl)-4-[4-[[2-(5-hydroxypyridin-3-yl)phenyl]methyl]piperazine-1-yl]benzamide C1(=CC=CC=C1)S(=O)(=O)NC(C1=CC=C(C=C1)N1CCN(CC1)CC1=C(C=CC=C1)C=1C=NC=C(C1)O)=O